C(CCC(=O)[O-])(=O)[O-].[Na+].[Na+].C(CCC(=O)O)(=O)O succinic acid disodium succinate